4-(2-(2-Ethylpiperidin-1-yl)-6-(pyrrolidin-1-yl)pyrimidine-4-carboxamido)benzoic acid C(C)C1N(CCCC1)C1=NC(=CC(=N1)C(=O)NC1=CC=C(C(=O)O)C=C1)N1CCCC1